CN1N=C(C2=NC=C(C=C21)O)C(F)(F)F 1-methyl-3-(trifluoromethyl)-1H-pyrazolo[4,3-b]pyridin-6-ol